4-((2,3-dihydrobenzo[b][1,4]-dioxin-6-yl)oxy)piperidine O1C2=C(OCC1)C=C(C=C2)OC2CCNCC2